8-(allyloxy)-1-methylquinolin-1-ium Trifluoromethanesulfonate FC(S(=O)(=O)[O-])(F)F.C(C=C)OC=1C=CC=C2C=CC=[N+](C12)C